FC1=C(C=CC=C1F)C1=CC(=C(C=C1)OC)NC1=NC=NC2=CC(=C(C=C12)OC1CCN(CC1)C(C=C)=O)OC 1-(4-((4-((2',3'-difluoro-4-methoxy-[1,1'-biphenyl]-3-yl)amino)-7-methoxyquinazolin-6-yl)oxy)piperidin-1-yl)prop-2-en-1-one